(methyl-d3) Carbamate C(N)(OC([2H])([2H])[2H])=O